Cl.CC(=CC(=O)N)C dimethylacrylamide, hydrochloride